BrC=1C=NN(C1Cl)CC(C)(O)C 1-(4-bromo-5-chloro-1H-pyrazol-1-yl)-2-methylpropan-2-ol